The molecule is the D-enantiomer of 5-hydroxytryptophan. It is a 5-hydroxytryptophan, a D-tryptophan derivative and a D-alpha-amino acid. It is an enantiomer of a 5-hydroxy-L-tryptophan. C1=CC2=C(C=C1O)C(=CN2)C[C@H](C(=O)O)N